N-(3-bromo-5-methoxyphenyl)propanamide BrC=1C=C(C=C(C1)OC)NC(CC)=O